4-bromo-N-[5-[(3,5-difluorophenyl)methyl]-1H-indazol-3-yl]-2-(tetrahydropyran-4-ylamino)benzamide BrC1=CC(=C(C(=O)NC2=NNC3=CC=C(C=C23)CC2=CC(=CC(=C2)F)F)C=C1)NC1CCOCC1